(5S,6R,7E,9E,13E,15S)-5,6,15-Trihydroxyeicosa-7,9,13-triene-11-ynoic acid ethyl ester C(C)OC(CCC[C@@H]([C@@H](\C=C\C=C\C#C\C=C\[C@H](CCCCC)O)O)O)=O